methyl p-toluoylphenylphosphinate C=1(C(=CC=CC1)C(=O)C1=CC=C(C=C1)P(OC)=O)C